O=C1[C@@H]2CCN(C[C@@H]2O1)C(=O)OC(C)(C)C tert-butyl (1R,6R)-7-oxo-8-oxa-3-azabicyclo[4.2.0]octane-3-carboxylate